BrC=1C=C(OCC=2C=NC(=NC2)C)C=C(C1)F 5-((3-bromo-5-fluorophenoxy)methyl)-2-methylpyrimidine